ClC1=CC(=CC=2NC3=CC(=CC=C3C(C12)(C)C)OC(F)F)Cl 1,3-Dichloro-6-(difluoromethoxy)-9,9-dimethyl-9,10-dihydroacridine